ClC1=NC=C(C(=C1)C1=C(C=NC(=C1)C)C(=O)NC=1SC(=NN1)C(N([C@H]1COCCC1)C)=O)OC 2'-Chloro-5'-methoxy-6-methyl-N-(5-{methyl-[(3R)-oxan-3-yl]carbamoyl}-1,3,4-thiadiazol-2-yl)-[4,4'-bipyridine]-3-carboxamide